5-(4-((4'-chloro-4-methoxy-4-methyl-3,4,5,6-tetrahydro-[1,1'-biphenyl]-2-yl)methyl)piperazine-1-carbonyl)-2-(2,6-dioxoPiperidin-3-yl)isoindoline-1,3-dione ClC1=CC=C(C=C1)C1=C(CC(CC1)(C)OC)CN1CCN(CC1)C(=O)C=1C=C2C(N(C(C2=CC1)=O)C1C(NC(CC1)=O)=O)=O